BrC=1N(C(=C(N1)C(C)O)C)C 1-(2-bromo-1,5-dimethyl-1H-imidazol-4-yl)ethanol